ClC=1C=CC=C2C(C=C(OC12)C1=C(O[C@@H]2C[C@H](C2)C(=O)O)C=C(C=C1)C)=O Trans-3-[2-(8-chloro-4-oxo-chromen-2-yl)-5-methyl-phenoxy]cyclobutane-carboxylic acid